CN([C@H]1[C@H](CCCC1)NC=1C=C2C(N(C(C2=CC1)=O)C1C(NC(CC1)=O)=O)=O)C 5-(((1S,2R)-2-(dimethylamino)cyclohexyl)amino)-2-(2,6-dioxopiperidin-3-yl)isoindoline-1,3-dione